Cl[Ru+](=C=O)(=C=O)(=C=O)Cl dichlorotricarbonyl-ruthenium (III)